5-amino-7-(4-fluorophenyl)-8-[2-(hydroxymethyl)-6-methyl-4-pyridinyl]-2-[(1-methylimidazol-2-yl)methyl]-[1,2,4]triazolo[4,3-c]pyrimidin-3-one NC1=NC(=C(C=2N1C(N(N2)CC=2N(C=CN2)C)=O)C2=CC(=NC(=C2)C)CO)C2=CC=C(C=C2)F